BrC1=C(C=C(C=C1)F)S(=O)(=O)NC=1C=C2C(=NC1)CNC2=O 2-Bromo-5-fluoro-N-(5-oxo-6,7-dihydro-5H-pyrrolo[3,4-b]pyridin-3-yl)benzenesulfonamide